OC1=CC(=NC(=C1C(=O)O)COC)C 4-hydroxy-2-(methoxymethyl)-6-methylnicotinic acid